COC([C@@H](NC([C@@H](NC(=O)OCC1C2=CC=CC=C2C2=CC=CC=C12)CC(C)C)=O)CC(C)C)=O Fmoc-L-Leucyl-L-Leucine methyl ester